N-(6-chloropyridazin-3-yl)-1-methyl-6-oxo-1,4,5,6-tetrahydropyridazin-3-carboxamide ClC1=CC=C(N=N1)NC(=O)C1=NN(C(CC1)=O)C